ClC1=CC=C(C(=N1)C(=O)O)N[C@@H](C)C=1C=C(C=C2C(N(C(=NC12)N1C[C@@H]2C([C@@H]2C1)OC)C)=O)C 6-chloro-3-(((S)-1-(2-((1R,5S,6S)-6-methoxy-3-azabicyclo[3.1.0]hexan-3-yl)-3,6-dimethyl-4-oxo-3,4-dihydroquinazolin-8-yl)ethyl)amino)picolinic acid